5-bromo-1-ethyl-1H-imidazole-4-carboxylic acid methyl ester COC(=O)C=1N=CN(C1Br)CC